N,N'-diethyl-1,3-propylene-bis-acrylamide C(C)NC(C=CCCCC=CC(=O)NCC)=O